FC1=C(C(=C(C(=C1F)C(C1=CC=C(C=C1)OCC1OC1)C1=CC=C(C=C1)OCC1OC1)F)F)C(C1=CC=C(C=C1)OCC1OC1)C1=CC=C(C=C1)OCC1OC1 2,2',2'',2'''-(((((perfluoro-1,4-phenylene)bis(methanetriyl))tetrakis(benzene-4,1-diyl))tetrakis(oxy))tetrakis(methylene))tetrakis(oxirane)